C(C1=CC=CC=C1)(=O)NC=1C=C(C=CC1)NC(=O)N1CCN(CC1)C1=NC=CN=C1 N-(3-benzamidophenyl)-4-(pyrazin-2-yl)piperazine-1-carboxamide